azetidin-3-yl-(3-oxa-8-azabicyclo[3.2.1]oct-8-yl)methanone N1CC(C1)C(=O)N1C2COCC1CC2